BrC1=CC=CC(=N1)OCC1=C(C=C(C#N)C=C1)O 4-[(6-bromo-2-pyridinyl)oxymethyl]-3-hydroxy-benzonitrile